C1(CCC1)C1=CC(=CC2=C1N=C(S2)N2[C@@H]1C[C@H]([C@H](C2)C1)OCC=1C(=NOC1C1CC1)C1=C(C=CC=C1Cl)Cl)C(=O)O 4-cyclobutyl-2-[(1S,4S,5R)-5-[[5-cyclopropyl-3-(2,6-dichlorophenyl)-1,2-oxazol-4-yl]methoxy]-2-azabicyclo[2.2.1]heptan-2-yl]-1,3-benzothiazole-6-carboxylic acid